INDOLE-7-CARBOXALDEHYDE N1C=CC2=CC=CC(=C12)C=O